NCC1N(CCOC1)C(=O)OC(C)(C)C 1,1-dimethylethyl 3-(aminomethyl)-4-morpholinecarboxylate